CNC(=O)N1CCC2(CC1)CCC(CC2)N(C=2C1=C(N=CN2)NC=C1)C N-methyl-9-(methyl(7H-pyrrolo[2,3-d]pyrimidin-4-yl)amino)-3-azaspiro[5.5]undecane-3-carboxamide